N-(2-(3,4-dihydroxyphenyl)ethyl)-methacrylamide OC=1C=C(C=CC1O)CCNC(C(=C)C)=O